(5-phenoxy-1-(4-(trifluoromethyl)phenyl)-1H-indazol-3-yl)methanamine hydrochloride Cl.O(C1=CC=CC=C1)C=1C=C2C(=NN(C2=CC1)C1=CC=C(C=C1)C(F)(F)F)CN